FC=1C(=NC=CC1)C=1CCN(CC1)CC=1C=C2CN(C(C2=CC1)=O)N1C(NC(CC1)=O)=O 1-(5-((3-fluoro-3',6'-dihydro-[2,4'-bipyridyl]-1'(2'h)-yl)methyl)-1-oxoisoindolin-2-yl)dihydropyrimidine-2,4(1h,3h)-dione